O=C1N(CCC(N1)=O)C=1C=NC=CC1CN(C1CCN(CC1)C1=CC=C2CN(C(C2=C1)=O)C(C(=O)NC=1SC=CN1)C1=C(C=CC(=C1)F)O)C 2-(6-(4-(((3-(2,4-dioxotetrahydropyrimidin-1(2H)-yl)pyridin-4-yl)methyl)(methyl)amino)piperidin-1-yl)-1-oxoisoindolin-2-yl)-2-(5-fluoro-2-hydroxyphenyl)-N-(thiazol-2-yl)acetamide